1,5-Di-ethyl-2-methyl-pyridinium C(C)[N+]1=C(C=CC(=C1)CC)C